ClC=1C=C(C=C2C=C(N=CC12)NC(=O)[C@H]1[C@@H](C1)C#N)C1=C2C(=NC=C1)NC=C2 |r| (±)-trans-N-[8-chloro-6-(1H-pyrrolo[2,3-b]pyridin-4-yl)-3-isoquinolinyl]-2-cyano-cyclopropanecarboxamide